6-bromo-4,4-difluoro-N,N-dimethyl-1,2,3,4-tetrahydronaphthalen-1-amine BrC=1C=C2C(CCC(C2=CC1)N(C)C)(F)F